[Cl-].C1(=CC=CC=C1)P(C1=CC=CC=C1)C1=CC=CC=C1.[Ru+3].[Cl-].[Cl-] ruthenium (triphenylphosphine) chloride